1-[5-acetyl-6-(3-cyano-5-methyl-pyrazol-1-yl)-2-pyridinyl]benzimidazole-5-carbonitrile C(C)(=O)C=1C=CC(=NC1N1N=C(C=C1C)C#N)N1C=NC2=C1C=CC(=C2)C#N